3-chloro-1-methyl-6-nitroquinoxalin-2(1H)-one ClC=1C(N(C2=CC=C(C=C2N1)[N+](=O)[O-])C)=O